OCCC1P2CCCCC1CC2 9-(2-hydroxyethyl)phosphabicyclo[4.2.1]nonane